C(C)(=O)CCC(=S)OC methyl 2-acetylmethylthioacetate